FC1=C(C2=CC=C(C(=C2C=C1)OC=1N=NC=CC1C1=NC(=NC=C1)N[C@@H]1CNC[C@H](C1)F)C)NS(=O)(=O)CC1=CC=CC=C1 N-(2-fluoro-5-((4-(2-(((3S,5S)-5-fluoropiperidin-3-yl)amino)pyrimidin-4-yl)pyridazin-3-yl)oxy)-6-methylnaphthalen-1-yl)-1-phenylmethanesulfonamide